CC1(CCC2=CC=C(C=C12)CC(C=O)C)C 3-(3,3-dimethyl-2,3-dihydro-1H-inden-5-yl)-2-methylpropanal